N-(3-(1H-imidazol-1-yl)propyl)-3-(N-(4-bromophenyl)sulfamoyl)benzamide N1(C=NC=C1)CCCNC(C1=CC(=CC=C1)S(NC1=CC=C(C=C1)Br)(=O)=O)=O